5,5'-[[1,1'-binaphthalene]-2,2'-diylbis(oxymethylene)]di(naphthalene-1-carboxylic acid) C1(=C(C=CC2=CC=CC=C12)OCC1=C2C=CC=C(C2=CC=C1)C(=O)O)C1=C(C=CC2=CC=CC=C12)OCC1=C2C=CC=C(C2=CC=C1)C(=O)O